diethyl α-acetamidomalonate C(C)(=O)NC(C(=O)OCC)C(=O)OCC